C1(=CC=CC=C1)C=1C2=C(N=CN1)N(C=C2)CCCCCN(CCO)CCO 2,2'-((5-(4-phenyl-7H-pyrrolo[2,3-d]pyrimidin-7-yl)pentyl)azanediyl)bis(ethan-1-ol)